ClC1=NC(=CC(=C1)OC1(CCC1)O)C1=COC=C1 ((2-chloro-6-(furan-3-yl)pyridin-4-yl)oxy)cyclobutan-1-ol